N-(2-aminophenyl)-4-((4-((((1R,2S)-2-(4-(3,5-dimethylisoxazol-4-yl)phenyl)cyclopropyl)amino)methyl)piperidin-1-yl)methyl)benzamide NC1=C(C=CC=C1)NC(C1=CC=C(C=C1)CN1CCC(CC1)CN[C@H]1[C@@H](C1)C1=CC=C(C=C1)C=1C(=NOC1C)C)=O